N1=C(N=CC=C1)N1C[C@H](CC1)N (3S)-1-(pyrimidin-2-yl)pyrrolidin-3-amine